4-(naphthalen-1-yl)quinazoline C1(=CC=CC2=CC=CC=C12)C1=NC=NC2=CC=CC=C12